C(C)(C)(C)OC(=O)N1CCOC2(C1)CCN(CC2)C(=O)N([C@H](C(=O)O)C(C)C)C (2S)-2-[4-(tert-butoxycarbonyl)-1-oxa-4,9-diazaspiro[5.5]undecane-9-carbonyl(methyl)amino]-3-methylbutanoic acid